C1(CC1)N1N=C2C(=NN(C(C2=C1)=O)C1(CC1)C(=O)NC1=NC=CC=N1)C(C)C (2-cyclopropyl-7-isopropyl-4-oxo-2,4-dihydro-5H-pyrazolo[3,4-d]pyridazin-5-yl)-N-(pyrimidin-2-yl)cyclopropane-1-carboxamide